C(C)(C)(C)OC(=O)N[C@]1(CN(CC1)C1=C(C(=C(C=C1)F)C(F)(F)F)C=O)C(=O)OC methyl (R)-3-((tert-butoxycarbonyl)amino)-1-(4-fluoro-2-formyl-3-(trifluoromethyl)phenyl)pyrrolidine-3-carboxylate